2-phenyl-2-((R)-3-(4-(5,6,7,8-tetrahydro-1,8-naphthyridin-2-yl)butoxy)pyrrolidin-1-yl)acetic acid C1(=CC=CC=C1)C(C(=O)O)N1C[C@@H](CC1)OCCCCC1=NC=2NCCCC2C=C1